1-{[7-bromo-4-({4-[(3-methoxyphenyl)carbonyl]piperazinyl}methyl)(2-quinolyl)]amino}-3,4-dimethylazoline-2,5-dione BrC1=CC=C2C(=CC(=NC2=C1)NN1C(C(=C(C1=O)C)C)=O)CN1CCN(CC1)C(=O)C1=CC(=CC=C1)OC